2-methyl-8-benzopyran CC=1OC=2C(C=CCC2)=CC1